ClC1=CC=C(S1)CNC1=CC(=NN1C(C(C)(C)C)=O)C1CCN(CCC1)S(=O)(=O)C 1-(5-{[(5-Chlorothiophen-2-yl)methyl]amino}-3-(1-methansulfonylazepan-4-yl)-1H-pyrazol-1-yl)-2,2-dimethylpropan-1-on